1H-benzo[d]imidazole-6-carboxylic acid ethyl ester C(C)OC(=O)C=1C=CC2=C(NC=N2)C1